C(C1=CC=CC=C1)OCCOC=1C(=NC=CC1)C(=O)O 3-(2-(benzyloxy)ethoxy)picolinic acid